CP(OC1=NN2C(C(N(CC2)C2=C(C=C(C=C2)C2=NC3=CC=C(C=C3C=N2)C(F)(F)F)C)=O)=C1C)([O-])=O (3-methyl-5-(2-methyl-4-(6-(trifluoromethyl) quinazolin-2-yl) phenyl)-4-oxo-4,5,6,7-tetrahydropyrazolo[1,5-a]pyrazin-2-yl) methylphosphonate